Cl.FC=1C=NN2C1C(=CC(=C2)C=2N=NN(C2C)C2(CCNCC2)C)OC(CO)C2=NC=C(C=C2)F 2-[3-Fluoro-6-[5-methyl-1-(4-methyl-4-piperidyl)triazol-4-yl]pyrazolo[1,5-a]pyridin-4-yl]oxy-2-(5-fluoro-2-pyridyl)ethanol HCl